3-ethylcyclohexane-1,2-dicarboxylic acid aluminum [Al].C(C)C1C(C(CCC1)C(=O)O)C(=O)O